3-(1-(3-bromophenyl)-3-(methoxymethylene)cyclobutyl)-4-methyl-4H-1,2,4-triazole BrC=1C=C(C=CC1)C1(CC(C1)=COC)C1=NN=CN1C